(2S,5R)-5-methylpyrrolidine-2-carboxylic acid methyl ester COC(=O)[C@H]1N[C@@H](CC1)C